europium (III) tris(1,1,1,5,5,6,6,6-octafluoro-2,4-dioxohexan-3-one) FC(C(C(C(C(C(F)(F)F)(F)F)=O)=O)=O)(F)F.FC(C(C(C(C(C(F)(F)F)(F)F)=O)=O)=O)(F)F.FC(C(C(C(C(C(F)(F)F)(F)F)=O)=O)=O)(F)F.[Eu+3]